C(C=C)(=O)OCC(C)N 2-aminopropyl acrylate